N-((1S)-2-((6-(3,5-dimethyl-1H-pyrazol-4-yl)pyridin-3-yl)amino)-1-(4-methylcyclohexyl)-2-oxoethyl)-1-(penta-1,4-dien-3-yl)-1H-pyrazole-5-carboxamide CC1=NNC(=C1C1=CC=C(C=N1)NC([C@H](C1CCC(CC1)C)NC(=O)C1=CC=NN1C(C=C)C=C)=O)C